C(C)(C)(C)OC(=O)N1CCC2(CC1)CCC(CC2)CCC2=CC=CC=1N(C(N(C12)C)=O)C1C(NC(CC1)=O)=O Tert-butyl-9-[2-[1-(2,6-dioxo-3-piperidyl)-3-methyl-2-oxo-benzimidazol-4-yl]ethyl]-3-azaspiro[5.5]undecane-3-carboxylate